8-isoprenyl-flavone C(=CC(C)=C)C=1C=CC=C2C(C=C(OC12)C1=CC=CC=C1)=O